N-(4-(ethylsulfonyl)benzyl)-4-(3-(4-(trifluoromethyl)phenoxy)pyrrolidin-1-yl)benzamide C(C)S(=O)(=O)C1=CC=C(CNC(C2=CC=C(C=C2)N2CC(CC2)OC2=CC=C(C=C2)C(F)(F)F)=O)C=C1